C(C)(=O)NCCCC[C@@H](C(=O)NCCC(=O)O)NC(=O)OC(C)(C)C (S)-3-(6-acetamido-2-((tert-butoxycarbonyl)amino)hexanamido)propionic acid